10-(benzo[d]oxazol-2-yl)phenanthren-9-ol O1C(=NC2=C1C=CC=C2)C2=C(C1=CC=CC=C1C=1C=CC=CC21)O